2,4,6-trimethylbenzoyl-diphenylphosphine oxide, potassium salt [K].CC1=C(C(=O)P(C2=CC=CC=C2)(C2=CC=CC=C2)=O)C(=CC(=C1)C)C